IC=1C=CC(=NC1)N1CCC(CC1)C(=O)O 1-(5-iodopyridin-2-yl)piperidine-4-carboxylic acid